C(CCCCCCCCCCCCCCC)C1=CC=C(C(=O)O)C=C1 p-hexadecyl-benzoic acid